BrC1=C(C2=C(N=C(S2)N)C=C1)OC 6-bromo-7-methoxybenzo[d]thiazole-2-amine